nitro-benzoic acid (nitro-benzyl carbamate) [N+](=O)([O-])N(C(O)=O)CC1=CC=CC=C1.[N+](=O)([O-])C1=C(C(=O)O)C=CC=C1